((1R,4R,7R)-2-(1-(azetidin-3-ylmethyl)-7-methoxy-2-(1-methyl-1H-indol-2-yl)-1H-benzo[d]imidazole-5-carbonyl)-2-azabicyclo[2.2.1]hept-7-yl)carbamic acid tert-butyl ester C(C)(C)(C)OC(N[C@H]1[C@@H]2N(C[C@H]1CC2)C(=O)C2=CC1=C(N(C(=N1)C=1N(C3=CC=CC=C3C1)C)CC1CNC1)C(=C2)OC)=O